N1=CC(=CC=C1NC(=O)NC1=NC(=CC=C1)C1=NN=CN1C(C)C)C1=CC=NC=C1 1-([3,4'-bipyridin]-6-yl)-3-(6-(4-isopropyl-4H-1,2,4-triazol-3-yl)pyridin-2-yl)urea